2,4-dihydroxy-3,6-dimethyl-Benzoic acid OC1=C(C(=O)O)C(=CC(=C1C)O)C